(S)-6-(6-(3-isopropylpiperazin-1-yl)pyridazin-3-yl)-3-(1-methyl-1H-pyrazol-4-yl)-6,7-dihydro-5H-pyrrolo[3,4-b]pyridin-5-one C(C)(C)[C@H]1CN(CCN1)C1=CC=C(N=N1)N1CC2=NC=C(C=C2C1=O)C=1C=NN(C1)C